N[C@H](C(=O)N[C@H](C(=O)N[C@@H](C(=O)N[C@H](C(=O)O)CC1=CC(=C(C=C1)O)Cl)CC1=CC=C(C=C1)C)CCCCNC(CCCCCCC)=O)CC=1N=CN(C1)C(C1=CC=CC=C1)C1=CC=CC=C1 (S)-2-((R)-2-((S)-2-((S)-2-amino-3-(1-benzhydryl-1H-imidazol-4-yl)propanamido)-6-octanamidohexanamido)-3-(p-tolyl)propanamido)-3-(3-chloro-4-hydroxyphenyl)propanoic acid